C(C=C)(=O)NC=1C(=CC(=C(C1)NC1=NC=C(C(=N1)N1C=CC2=CC=CC=C12)C(=O)OC(C)C)OC)N(C[C@@H]1N(CCC1)C)C Isopropyl (R)-2-((5-acrylamido-2-methoxy-4-(methyl((1-methylpyrrolidin-2-yl)methyl)amino)phenyl)amino)-4-(1H-indol-1-yl)pyrimidine-5-carboxylate